amyl ether C(CCCC)OCCCCC